O[C@@H]1[C@H](CCC[C@H]1NC1=C(C=CC(=C1)C1=NC=CC=N1)[N+](=O)[O-])NC(OC(C)(C)C)=O tert-butyl ((1S,2S,3R)-2-hydroxy-3-((2-nitro-5-(pyrimidin-2-yl)phenyl)amino)cyclohexyl)carbamate